5-(4-methoxypyrimidin-2-yl)-1H-indole-3-formaldehyde COC1=NC(=NC=C1)C=1C=C2C(=CNC2=CC1)C=O